[N+](#[C-])C1=CC=C(C=C1)S(=O)(=O)F 4-isocyanobenzenesulfonyl fluoride